FC=1C=C(C=CC1C(=O)N1CC2=C(C1)CN(C2)C(CCC2=C(C=C(C=C2)C(F)(F)F)CN2N=CC(=N2)C)=O)S(=O)(=O)N 3-fluoro-4-[2-[3-[2-[(4-methyltriazol-2-yl)methyl]-4-(trifluoromethyl)phenyl]propanoyl]-1,3,4,6-tetrahydropyrrolo[3,4-c]pyrrole-5-carbonyl]benzenesulfonamide